5,7-dihydro-6H-pyrrolo[2,3-d]pyrimidin-6-one N1=CN=CC2=C1NC(C2)=O